sulfonyl-4,4-difluoro-piperidine S(=O)(=O)=C1NCCC(C1)(F)F